(Racemic)-N-((2-(6-(2-(hydroxymethyl)morpholino)pyridin-2-yl)-1,6-naphthyridin-7-yl)methyl)-5-(methylsulfonyl)nicotinamide OC[C@@H]1OCCN(C1)C1=CC=CC(=N1)C1=NC2=CC(=NC=C2C=C1)CNC(C1=CN=CC(=C1)S(=O)(=O)C)=O |r|